methyl 2-{[(2-aminophenyl)methyl]amino}acetate NC1=C(C=CC=C1)CNCC(=O)OC